Beta-Farnesen CCC(=C)CC\C=C(/C)\CCC=C(C)C